NC=1C(=NC=C(N1)N1CCC2([C@H](CC(C2)=O)N)CC1)SC1=CC=C2C(C(NC2=C1)=O)(F)F (S)-6-((3-amino-5-(4-amino-2-oxo-8-azaspiro[4.5]decan-8-yl)pyrazin-2-yl)thio)-3,3-difluoroindolin-2-one